1-(4-((2-chloro-6-(trans-4-(3,4-dihydroisoquinolin-2(1H)-yl)-3-hydroxypiperidine-1-Carbonyl)pyrimidin-4-yl)amino)piperidin-1-yl)ethan-1-one ClC1=NC(=CC(=N1)NC1CCN(CC1)C(C)=O)C(=O)N1C[C@H]([C@@H](CC1)N1CC2=CC=CC=C2CC1)O